CC1=NN(C(C1C(=O)[O-])=O)C1=CC(=CC=C1)C=1OC(=CN1)C 3-methyl-1-(3-(5-methyloxazol-2-yl) phenyl)-5-oxo-4,5-dihydro-1H-pyrazole-4-carboxylate